N-[4-[(6,7-dimethoxy-1,5-naphthyridin-4-yl)oxy]-3-fluorophenyl]-6-(4-fluorophenyl)-5-hydroxypyrimidine-4-carboxamide COC=1N=C2C(=CC=NC2=CC1OC)OC1=C(C=C(C=C1)NC(=O)C1=NC=NC(=C1O)C1=CC=C(C=C1)F)F